C(C#CC)N1CCC(CC1)N1[C@@H](C(N(C=2C=NC(=NC12)NC1=CC(=C(C(=O)NCC)C=C1OC)F)C)=O)CC (R)-4-((8-(1-(2-butynyl)piperidin-4-yl)-7-ethyl-5-methyl-6-oxo-5,6,7,8-tetrahydropteridin-2-yl)amino)-N-ethyl-2-fluoro-5-methoxybenzamide